(4S)-4-(benzyloxycarbonylamino)-4-(4,4-difluorocyclohexyl)-3-oxo-butanoic acid tert-butyl ester C(C)(C)(C)OC(CC([C@H](C1CCC(CC1)(F)F)NC(=O)OCC1=CC=CC=C1)=O)=O